(1-(3-(2-(cyclopropanecarboxamido)benzo[d]thiazol-7-yl)phenyl)-1H-pyrazol-3-yl)phosphonic acid C1(CC1)C(=O)NC=1SC2=C(N1)C=CC=C2C=2C=C(C=CC2)N2N=C(C=C2)P(O)(O)=O